FC(C=1C=C(C=C(C1)C(F)(F)F)NC1=NS(C2=C1C=C(C=C2)F)(=O)=O)(F)F 3-((3,5-bis(trifluoromethyl)phenyl)amino)-5-fluorobenzo[d]isothiazole 1,1-dioxide